2-((5-bromopyridin-2-yl)methoxy)-1-(5-azaspiro[2.4]hept-5-yl)ethan-1-one BrC=1C=CC(=NC1)COCC(=O)N1CC2(CC2)CC1